3-(4-bromo-2-methyl-pyrazol-3-yl)oxypropoxy-tert-butyl-dimethyl-silane BrC1=C(N(N=C1)C)OCCCO[Si](C)(C)C(C)(C)C